C(C)(=O)NC=1C=C(C(=O)O)C=C(C1)B(O)O 3-ACETAMIDO-5-BORONOBENZOIC ACID